(R)-(1-(2-(6-(Difluoromethyl)imidazo[1,2-a]pyrazin-3-yl)pyrimidin-4-yl)piperidin-2-yl)methanol FC(C=1N=CC=2N(C1)C(=CN2)C2=NC=CC(=N2)N2[C@H](CCCC2)CO)F